3-chloro-9-(4-chloro-2-fluorophenyl)-2-methyl-7-((2S,4S)-2-(1-methyl-1H-pyrazol-4-yl)tetrahydro-2H-pyran-4-yl)-4H-pyrazino[1,2-a]pyrimidin-4-one ClC1=C(N=C2N(C1=O)C=C(N=C2C2=C(C=C(C=C2)Cl)F)[C@@H]2C[C@H](OCC2)C=2C=NN(C2)C)C